[C@H]1(CCC2=CC=CC=C12)N1CCC(CC1)=O 1-[(1R)-2,3-Dihydro-1H-inden-1-yl]piperidin-4-one